C(C=C)C1=NC(N=C1)=[Se] allylimidazoleselenone